3-(1-((5-(5-(difluoromethyl)-1,3,4-oxadiazol-2-yl)pyridin-2-yl)methyl)-1H-1,2,3-triazol-4-yl)tetrahydrofuran-3-ol FC(C1=NN=C(O1)C=1C=CC(=NC1)CN1N=NC(=C1)C1(COCC1)O)F